ethyl 2-(benzyloxymethyl)cyclopropanecarboxylate C(C1=CC=CC=C1)OCC1C(C1)C(=O)OCC